COC=1C=C(C(=O)O)C=CC1NC1=NC=C(C(=N1)NC)C(F)(F)F 3-methoxy-4-((4-(methylamino)-5-(trifluoromethyl)pyrimidin-2-yl)amino)benzoic acid